3-(5-((1r,2r)-2-(benzylamino)cyclobutoxy)-1-oxoisoindolin-2-yl)piperidine-2,6-dione C(C1=CC=CC=C1)N[C@H]1[C@@H](CC1)OC=1C=C2CN(C(C2=CC1)=O)C1C(NC(CC1)=O)=O